D-6-HYDROXYNORLEUCINE OCCCC[C@@H](N)C(=O)O